O=C1OC2=C(N1)C=CC(=C2)C=2C=C(C=NC2)NC2=CC=C1CCCN(C1=C2)C(=O)OC(C)(C)C tert-butyl 7-((5-(2-oxo-2,3-dihydrobenzo[d]oxazol-6-yl) pyridin-3-yl) amino)-3,4-dihydroquinoline-1(2H)-carboxylate